FC=1C=C(C=C(C1F)OC)[C@H]1[C@@H](C1)C=1C=NC(=NC1)C1=NC=NC=C1 trans-5-(2-(3,4-difluoro-5-methoxyphenyl)cyclopropyl)-2,4'-bipyrimidine